(4-bromophenyl)-3-chloro-8a-hydroxy-6-phenyl-7-(pyridin-2-ylthio)-5a,6,7,8a-tetrahydro-8H-cyclopenta[4,5]furo[3,2-b]pyridin-8-one BrC1=CC=C(C=C1)C1=C(C=C2C(=N1)C1(C(O2)C(C(C1=O)SC1=NC=CC=C1)C1=CC=CC=C1)O)Cl